CC1CCCC1(C1=CC=C(C=C1)C)C 2,3-dimethyl-3-(p-tolyl)cyclopentane